C(C)(C)(C)C1=NC(=NO1)C(=O)NCC1=C(C=C(C=C1)C1=C(C=NC=C1)N1CCN(CC1)C(\C=C\CN(C)C)=O)C(F)(F)F (E)-5-(tert-butyl)-N-(4-(3-(4-(4-(dimethylamino)but-2-enoyl)piperazin-1-yl)pyridin-4-yl)-2-(trifluoromethyl)benzyl)-1,2,4-oxadiazole-3-carboxamide